Allylmethacrylat C(C=C)OC(C(=C)C)=O